C(CCCCCC(=O)OCC(CCCC)CC)(=O)OCC(CCCC)CC di(2-ethylhexyl) pimelate